4-(aziridin-1-yl)-N-[(1R,3S)-3-{[6-chloro-2-(trifluoromethyl)quinolin-4-yl]amino}cyclohexyl]benzamide N1(CC1)C1=CC=C(C(=O)N[C@H]2C[C@H](CCC2)NC2=CC(=NC3=CC=C(C=C23)Cl)C(F)(F)F)C=C1